N2-butyl-6-methoxy-N4-(5-(methoxymethyl)-1H-pyrazol-3-yl)-7-(3-(pyrrolidine-1-yl)propoxy)quinazoline-2,4-diamine C(CCC)NC1=NC2=CC(=C(C=C2C(=N1)NC1=NNC(=C1)COC)OC)OCCCN1CCCC1